C(C)(=O)N1CC(C1)OCCOC1=CC=C(OC2=C(C=C3C=NN(C3=C2)C)C(=O)N)C=C1 6-[4-[2-(1-acetylazetidin-3-yl)oxyethoxy]phenoxy]-1-methyl-indazole-5-carboxamide